rac-(1S*,2S*)-N-(4-chloro-5-(methoxymethyl)pyrimidin-2-yl)-2-(4-methylpyrimidin-2-yl)cyclopropane-1-carboxamide ClC1=NC(=NC=C1COC)NC(=O)[C@@H]1[C@H](C1)C1=NC=CC(=N1)C |r|